N-((8endo)-3-(2-chloropyridin-4-yl)-3-azabicyclo[3.2.1]octan-8-yl)-8-methyl-5-(2,2,2-trifluoroethoxy)-[1,2,4]triazolo[1,5-a]pyridin-2-amine ClC1=NC=CC(=C1)N1CC2CCC(C1)C2NC2=NN1C(C(=CC=C1OCC(F)(F)F)C)=N2